C(CCC)N1C(OC(C1)=C)=O 3-butyl-5-methyleneoxazolidin-2-one